2-(((1S)-1-(5-(2-(4-fluorophenyl)-3-phenylcyclopropyl)-1,2,4-oxadiazol-3-yl)ethyl)carbamoyl)-4-methoxypyridin-3-yl butyrate C(CCC)(=O)OC=1C(=NC=CC1OC)C(N[C@@H](C)C1=NOC(=N1)C1C(C1C1=CC=CC=C1)C1=CC=C(C=C1)F)=O